FC1=C(C=C(C=N1)C(O)C=1SC=CN1)C1=NC=NC2=CC(=CC=C12)N1CCOCC1 [6-Fluoro-5-(7-morpholin-4-yl-quinazolin-4-yl)-pyridin-3-yl]thiazol-2-ylmethanol